tert-butyl 8-[2-methyl-4-[(9S)-4,5,9,13-tetramethyl-3-thia-1,8,11,12-tetrazatricyclo[8.3.0.02,6]trideca-2(6),4,7,10,12-pentaen-7-yl]phenyl]-2,8-diazaspiro[4.5]decane-2-carboxylate CC1=C(C=CC(=C1)C=1C=2C(=C(SC2N2C(=NN=C2[C@@H](N1)C)C)C)C)N1CCC2(CCN(C2)C(=O)OC(C)(C)C)CC1